N-((7-(5-(difluoromethyl)-1,3,4-oxadiazol-2-yl)imidazo[1,2-a]pyridin-2-yl)methyl)-1-(1-hydroxypropan-2-yl)-N-phenylpiperidine-4-sulfonamide FC(C1=NN=C(O1)C1=CC=2N(C=C1)C=C(N2)CN(S(=O)(=O)C2CCN(CC2)C(CO)C)C2=CC=CC=C2)F